(+)-(4aR,8aS)-6-[4-[2-(2-Chlorophenyl)ethynyl]-4-hydroxypiperidine-1-carbonyl]-4,4a,5,7,8,8a-hexahydropyrido[4,3-b][1,4]oxazin-3-one ClC1=C(C=CC=C1)C#CC1(CCN(CC1)C(=O)N1C[C@@H]2[C@@H](OCC(N2)=O)CC1)O